C[Si](C)(C)C(C1=CC(=C(C=C1)O)N)(C1=CC(=C(C=C1)O)N)[Si](C)(C)C 4,4'-(bis(trimethylsilyl)methylene)bis(2-aminophenol)